(2R,3R,4R,5R,6R)-4,5-Bis(benzyloxy)-6-((benzyloxy)methyl)-2-methoxytetrahydro-2H-pyran C(C1=CC=CC=C1)O[C@@H]1C[C@@H](O[C@@H]([C@@H]1OCC1=CC=CC=C1)COCC1=CC=CC=C1)OC